C(C)(C)(C)OC(=O)N1C[C@@H]([C@@H](C1)O)N (3S,4R)-3-amino-4-hydroxypyrrolidine-1-carboxylic acid tert-butyl ester